4-methyl-N-(1-methyl-4-piperidyl)pyrrolidin-3-carboxamid CC1C(CNC1)C(=O)NC1CCN(CC1)C